C1C(C1)NC(=O)C1=NN(C(=N1)[C@H]1C(N(C=2N(CC1)N=CC2)C)=O)CC2COCC2 N-(6S)-2-cyclopropyl-4-methyl-5-oxo-7,8-dihydro-6H-pyrazolo[1,5-a][1,3]diazepin-6-yl-1-(tetrahydrofuran-3-ylmethyl)-1,2,4-triazole-3-carboxamide